1-(4-bromo-2-hydroxyphenyl)ethane-1-one BrC1=CC(=C(C=C1)C(C)=O)O